COC1CCC(CC1)C1=C(C(=NN1C(=O)OC(C)(C)C)C(=O)OCC)\N=N\C1=CC=CC=C1 1-(tert-butyl) 3-ethyl 5-((1s,4s)-4-methoxycyclohexyl)-4-((E)-phenyldiazenyl)-1H-pyrazole-1,3-dicarboxylate